Dichlorobis[1,3-bis(2,4,6-trimethylphenyl)-2-imidazolidinylidene](2-isopropoxyphenylmethylene)ruthenium(II) Cl[Ru-6](=CC1=C(C=CC=C1)OC(C)C)(=C1N(CCN1C1=C(C=C(C=C1C)C)C)C1=C(C=C(C=C1C)C)C)(=C1N(CCN1C1=C(C=C(C=C1C)C)C)C1=C(C=C(C=C1C)C)C)Cl